C(C1=CC=CC=C1)NC(C)=O N-benzylacetamide